(S)-1-Benzyl-5-methyl-N-(4-methyl-5-oxo-5,6,7,8-tetrahydro-4H-pyrazolo[1,5-a][1,3]diazepin-6-yl)-1H-1,2,4-triazol-3-carboxamid C(C1=CC=CC=C1)N1N=C(N=C1C)C(=O)N[C@@H]1C(N(C=2N(CC1)N=CC2)C)=O